ClC1=CC=C(C=C1)C1=NN(CCC1C1=CC=CC=C1)\C(\N=C(\N)/[Se]C)=N/S(=O)(=O)C1=CC(=CC=C1)C(F)(F)F methyl (Z)-N'-((Z)-(3-(4-chlorophenyl)-4-phenyl-5,6-dihydropyridazin-1(4H)-yl)(((3-(trifluoromethyl)phenyl)sulfonyl)imino)methyl)carbamimidoselenoate